methyl 2-bromo-4-[[4-carbamoyl-1-[trans-4-cyanotetrahydropyran-3-yl] pyrazol-3-yl]amino]-6-fluoro-benzoate BrC1=C(C(=O)OC)C(=CC(=C1)NC1=NN(C=C1C(N)=O)[C@@H]1COCC[C@H]1C#N)F